NC=1NC(C=2N(C(N(C2N1)[C@@H]1O[C@@H]([C@H]([C@H]1O)F)CO)=O)CCCC(F)(F)F)=O 2-Amino-9-((2R,3S,4S,5R)-4-fluoro-3-hydroxy-5-(hydroxymethyl)tetrahydrofuran-2-yl)-7-(4,4,4-trifluorobutyl)-7,9-dihydro-1H-purin-6,8-dion